C(C)N1C(C2=C3C(C(=CC=C13)NS(=O)(=O)CC1=CC=C(C(=O)O)C=C1)=CC=C2)=O 4-((N-(1-ethyl-2-oxo-1,2-dihydrobenzo[cd]indol-6-yl)sulfamoyl)methyl)benzoic acid